Para-phthaloyl-phenylalanine C(C=1C(C(=O)O)=CC=CC1)(=O)C1=CC=C(C[C@H](N)C(=O)O)C=C1